ethyl 2-(3-fluoro-2-methoxy-5-(2-methylprop-1-en-1-yl)phenyl)acetate FC=1C(=C(C=C(C1)C=C(C)C)CC(=O)OCC)OC